2-((6-fluoro-2-methylpyridin-3-yl)oxy)-N-(4-fluoro-3-(S-methylamino-sulfinyl)phenyl)-4-methyl-5-(trifluoromethyl)nicotinamide FC1=CC=C(C(=N1)C)OC1=C(C(=O)NC2=CC(=C(C=C2)F)S(=O)NC)C(=C(C=N1)C(F)(F)F)C